BrC1=CC([N+](C=C1)=O)OC 4-bromo-2-methoxy-1-oxo-pyridin-1-ium